(±)-Tert-butyl (1-(8-fluoro-2-methyl-6-(4,4,5,5-tetramethyl-1,3,2-dioxaborolan-2-yl)quinolin-4-yl)propyl)carbamate FC=1C=C(C=C2C(=CC(=NC12)C)[C@@H](CC)NC(OC(C)(C)C)=O)B1OC(C(O1)(C)C)(C)C |r|